BrC=1C(=C(\C=N\C2=CC3=C(NC(=N3)C(=O)NC)C=C2)C=C(C1O)Br)O (E)-5-((3,5-dibromo-2,4-dihydroxybenzylidene)amino)-N-methyl-1H-benzo[d]imidazole-2-carboxamide